4,5,6,7-tetrahydro-1H-pyrazolo[3,4-c]pyridin-3(2H)-one N1NC(C2=C1CNCC2)=O